Di(dodecyl)propane-1,3-diamine C(CCCCCCCCCCC)C(CN)(CN)CCCCCCCCCCCC